FC1=CC=C(C=C1)C#CCC(=O)O 4-(4-fluorophenyl)-3-butynoic acid